2-decyl-1-tetradecanol acrylate C(C=C)(=O)OCC(CCCCCCCCCCCC)CCCCCCCCCC